trans-1-((4-((S)-3-(3-cyano-5-fluorophenyl)isoxazolidine-2-carbonyl)cyclohexyl)methyl)-1H-indole-6-carboxamide C(#N)C=1C=C(C=C(C1)F)[C@H]1N(OCC1)C(=O)[C@@H]1CC[C@H](CC1)CN1C=CC2=CC=C(C=C12)C(=O)N